C(C=C)C1=CC=C(C=C1)O p-allyl-phenol